tert-Butyl (6aR)-3,4-dichloro-1-(2,2-dimethyl-4-((methylsulfonyl)oxy)pyrrolidin-1-yl)-12-oxo-6a,7,9,10-tetrahydro-12H-pyrazino[2,1-c]pyrido[3,4-f][1,4]oxazepine-8(6H)-carboxylate ClC1=C(C2=C(C(N3[C@@H](CO2)CN(CC3)C(=O)OC(C)(C)C)=O)C(=N1)N1C(CC(C1)OS(=O)(=O)C)(C)C)Cl